COCCOC=1C(C2=CC=CC=C2C(C1OCCOC)=O)=O 2,3-di(2-methoxyethoxy)-1,4-naphthoquinone